(5-chloro-2-fluoro-3-{1-[3-fluoro-4-(piperazin-1-yl)phenyl]-3-(pyridin-4-yl)pyrazol-4-yl}phenyl)pyrrolidine-1-sulfonamide trifluoroacetic acid salt FC(C(=O)O)(F)F.ClC=1C=C(C(=C(C1)C1N(CCC1)S(=O)(=O)N)F)C=1C(=NN(C1)C1=CC(=C(C=C1)N1CCNCC1)F)C1=CC=NC=C1